C(C)(C)(C)OC(=O)NCCCC[C@H](NC([C@@H](NC(COCC(NCCOCCOCCOCCOCCOCCOCCOCCOCCN1N=NC(=C1)C=1C=NC(=NC1)SC)=O)=O)C(C)C)=O)C(=O)O N6-(tert-Butoxycarbonyl)-N2-((32-(4-(2-(methylthio)pyrimidin-5-yl)-1H-1,2,3-triazol-1-yl)-5-oxo-3,9,12,15,18,21,24,27,30-nonaoxa-6-azadotriacontanoyl)-L-valyl)-L-lysine